[SiH3]O silanyl alcohol